ClC1=CC=C(CN2CC(CCC2)C2=CC=NC=3N2N=C(C3C=3C=NC=NC3)C)C=C1 7-(1-(4-Chlorobenzyl)piperidin-3-yl)-2-methyl-3-(pyrimidin-5-yl)pyrazolo[1,5-a]pyrimidine